BrC=1C(=C(C(=C2C1C(=O)OC2=O)Br)Br)Br tetrabromophthalic anhydride